BrC=1N=C(SC1)NC(C(C1=CC=C(C=C1)C=1N=NN(N1)C)C1CC(CC1)(F)F)=O N-(4-Bromothiazol-2-yl)-2-(3,3-difluorocyclopentyl)-2-(4-(2-methyl-2H-tetrazol-5-yl)phenyl)acetamide